C1(CC1)N1N=C(C(C(=C1)C(=O)NC=1C=NC(=CC1)OC1=CC=NC2=CC(=C(C=C12)OC)OC)=O)C1=CC=C(C=C1)F 2-cyclopropyl-N-(6-((6,7-dimethoxyquinolin-4-yl)oxy)pyridin-3-yl)-6-p-fluorophenyl-5-oxo-2,5-dihydropyridazine-4-carboxamide